10-bromo-8-cyclopropylpyrido[2',3':4,5]pyrrolo[1,2-a]pyrazin-9(8H)-one BrC=1C2=C(N3C1C(N(C=C3)C3CC3)=O)C=CC=N2